((5-hydroxy-5-methylpiperidin-3-yl)methyl)methanesulfonamide OC1(CC(CNC1)CCS(=O)(=O)N)C